1-methoxypropyl acetate C(C)(=O)OC(CC)OC